O1CC(C1)N1N=C(C(=C1)C=1C(=NC(=CC1)C(=O)N)C=1C=NC=C(C1)C(F)(F)F)C1=NC=CC=C1 (1-(oxetan-3-yl)-3-(pyridin-2-yl)-1H-pyrazol-4-yl)-5'-(trifluoromethyl)-[2,3'-bipyridine]-6-carboxamide